benzyl 3-bromo-4-(4-butylphenylsulfonamido)benzoate BrC=1C=C(C(=O)OCC2=CC=CC=C2)C=CC1NS(=O)(=O)C1=CC=C(C=C1)CCCC